N-(4-((4-([1,2,4]triazolo[1,5-a]pyridin-7-yloxy)-5-chloro-2-methoxyphenyl)amino)-7-methoxyquinazolin-6-yl)-2-fluoro-3-(1-(methyl-d3)pyrrolidin-2-yl)acrylamide N=1C=NN2C1C=C(C=C2)OC2=CC(=C(C=C2Cl)NC2=NC=NC1=CC(=C(C=C21)NC(C(=CC2N(CCC2)C([2H])([2H])[2H])F)=O)OC)OC